(-)-pantoic acid C([C@H](O)C(C)(C)CO)(=O)O